ClC=1C=C(CO[C@H]2C[C@H](C2)C(=O)NCC2=C(C(=C(C=C2)C(F)(F)F)C=2NC(C=C(N2)C(F)(F)F)=O)F)C=CC1F cis-3-[(3-chloro-4-fluorobenzyl)oxy]-N-{2-fluoro-3-[6-oxo-4-(trifluoromethyl)-1,6-dihydropyrimidin-2-yl]-4-(trifluoromethyl)benzyl}cyclobutane-1-carboxamide